BrC=1C=CC=2C3=C(NC2C1Cl)CCN(C3C)C(=O)C3=NC=C(C=N3)OC (7-bromo-6-chloro-1-methyl-1,3,4,5-tetrahydro-2H-pyrido[4,3-b]indol-2-yl)(5-methoxypyrimidin-2-yl)methanone